ClC=1C=NC(=NC1)N1CCC(CC1)CCCOC1=CC(=C(C=C1)CC(=O)NCCCCCC(=O)OC)F methyl 6-(2-(4-(3-(1-(5-chloropyrimidin-2-yl)piperidin-4-yl)propoxy)-2-fluorophenyl)acetamido)hexanoate